L-TARTRAT C(=O)([O-])[C@H](O)[C@@H](O)C(=O)[O-]